NC1=NC=2C=CC=CC2C2=C1N=C(N2CC(C)(O)C)NCCC 1-[4-amino-2-(propylamino)-1H-imidazo[4,5-c]quinolin-1-yl]-2-methylpropan-2-ol